1-(4-fluorophenyl)-5,6-dimethyl-2-oxopyridine-3-carboxamide FC1=CC=C(C=C1)N1C(C(=CC(=C1C)C)C(=O)N)=O